4-methoxy-N,N-dimethylpyrimidin-2-amine COC1=NC(=NC=C1)N(C)C